FC(F)(F)SC1=NC=C(C2=C1C1(CC2)OCCO1)O 1'-(trifluoromethylsulfanyl)spiro[1,3-dioxolane-2,7'-5,6-dihydrocyclopenta[c]pyridine]-4'-ol